C1SCC12CCC2 2-thiaspiro[3.3]heptane